C(C)OC(NCC(COCCCCCCCCCCCCCC)OCCCCCCCCCCCCCC)=O.ClC1=CC=C(C(=O)NC2=C(C=C(C(=C2)Cl)C)O)C=C1 4-chloro-N-(5-chloro-2-hydroxy-4-methylphenyl)benzamide ethyl-N-(2,3-di(tetradecanoxy)propyl)carbamate